N-(4-acetamido-3-(tert-butyl)phenyl)-1-(4-methoxyphenyl)-5-methyl-1H-1,2,3-triazole-4-carboxamide C(C)(=O)NC1=C(C=C(C=C1)NC(=O)C=1N=NN(C1C)C1=CC=C(C=C1)OC)C(C)(C)C